(1S,3S,4S)-5-(benzyloxy)-2-(5H-dibenzo[b,f]azepine-5-carbonyl)-2-azabicyclo[2.2.2]octane C(C1=CC=CC=C1)OC1[C@@H]2CN([C@H](C1)CC2)C(=O)N2C1=C(C=CC3=C2C=CC=C3)C=CC=C1